NC1=CC=CC(=N1)S(=O)(=O)NC(=O)C=1C(=NC(=CC1)C(C)(C)C)OC1=C(C=C(C=C1)F)C N-[(6-Amino-2-pyridyl)sulfonyl]-6-tert-butyl-2-(4-fluoro-2-methyl-phenoxy)pyridin-3-carboxamid